C1(CC1)C=1N=NN(C1CO[C@H]1[C@@H]2CN([C@H](C1)C2)C=2SC1=C(N2)C(=CC=C1)O[C@@H]1COCC1)C1=C(C=CC=C1Cl)Cl 2-[(1S,4S,5R)-5-{[4-Cyclopropyl-1-(2,6-dichlorophenyl)-1H-1,2,3-triazol-5-yl]methoxy}-2-azabicyclo[2.2.1]heptan-2-yl]-4-[(3S)-oxolan-3-yloxy]-1,3-benzothiazol